C(C)(=O)N1CCN(CC1)CC[C@H](CSC1=CC=CC=C1)NC(OC(C)(C)C)=O tert-butyl (R)-(4-(4-acetylpiperazin-1-yl)-1-(phenylthio)butan-2-yl)carbamate